O[C@]1([C@H](O)[C@@H](O)[C@@H](O)[C@H](O1)CO)N beta-galactonamide